N[C@@H](C(=O)OCCOC)CNC(=O)C1=CC2=NC=CC(=C2S1)C 2-methoxyethyl (R)-2-amino-3-(7-methylthieno[3,2-b]pyridine-2-carboxamido)propanoate